[Sn]=O.[Cu].[Mn] manganese-copper-tin oxide